Vinyl-tris-(Ethoxy)silan C(=C)[Si](OCC)(OCC)OCC